BrC1=CC=2C(C3=CC(=CC=C3C2C=C1)Br)(CC(CCCC)CC)CC(CCCC)CC 2,7-Dibromo-9,9-di-(2-ethylhexyl)-9H-fluoren